1-(4-(piperidin-4-yl)phenyl)butan-1-one N1CCC(CC1)C1=CC=C(C=C1)C(CCC)=O